FCCOC1=CC=CC(=N1)C1=CN2C(S1)=C(C=N2)C(=O)O 2-(6-(2-fluoroethoxy)pyridin-2-yl)pyrazolo[5,1-b]thiazole-7-carboxylic acid